5-(5-(3,5-dichloro-4-fluorophenyl)-5-(trifluoromethyl)-4,5-dihydroisoxazol-3-yl)-N-isobutyl-5,6-dihydro-4H-thieno[2,3-c]pyrrole-2-carboxamide ClC=1C=C(C=C(C1F)Cl)C1(CC(=NO1)N1CC2=C(C1)C=C(S2)C(=O)NCC(C)C)C(F)(F)F